2-amino-1-(2,3-difluorophenyl)-2-oxoethyl methanesulfonate CS(=O)(=O)OC(C(=O)N)C1=C(C(=CC=C1)F)F